((3S,6S)-6-((S)-1-(4-fluorophenyl)-1,2,3,4-tetrahydroisoquinoline-2-carbonyl)tetrahydro-2H-pyran-3-yl)(2-methoxyethyl)carbamic acid tert-butyl ester C(C)(C)(C)OC(N(CCOC)[C@@H]1CO[C@@H](CC1)C(=O)N1[C@H](C2=CC=CC=C2CC1)C1=CC=C(C=C1)F)=O